3-Methylanilino-2-butanol CC=1C=C(NCC(CC)O)C=CC1